phenylmonochlorosilane C1(=CC=CC=C1)[SiH2]Cl